5-chloro-2-((trimethylsilyl)ethynyl)adamantan-2-ol ClC12CC3C(C(CC(C1)C3)C2)(O)C#C[Si](C)(C)C